FC(CN)(C1=CC=C(C=C1)CC)F 2,2-difluoro-2-(4-ethylphenyl)ethane-1-amine